5,7-dichloropyrazolo[1,5-a]Pyrimidine-3-carboxylic acid ethyl ester C(C)OC(=O)C=1C=NN2C1N=C(C=C2Cl)Cl